N-(2-bromo-4-(perfluoropropane-2-yl)-6-(trifluoromethyl)phenyl)-2-fluoro-3-((hydroxy)(6-fluoropyridine-3-carbonyl)amino)thiobenzamide BrC1=C(C(=CC(=C1)C(C(F)(F)F)(C(F)(F)F)F)C(F)(F)F)NC(C1=C(C(=CC=C1)N(C(=O)C=1C=NC(=CC1)F)O)F)=S